ethyl 1-methyl-2-((7-(trifluoromethyl) benzo[d]oxazol-2-yl) amino)-1H-benzo[d]imidazole-5-carboxylate CN1C(=NC2=C1C=CC(=C2)C(=O)OCC)NC=2OC1=C(N2)C=CC=C1C(F)(F)F